ClC1=C(C=CC=C1NC(=O)C1=NN2C(C(CCC2)NCC(=O)O)=C1)C1=C(C(=CC=C1)NC(C1=NC=C(C=C1)CNCCO)=O)Cl 2-((2-((2,2'-dichloro-3'-(5-(((2-hydroxyethyl)amino)methyl)picolinamido)-[1,1'-biphenyl]-3-yl)carbamoyl)-4,5,6,7-tetrahydropyrazolo[1,5-a]pyridin-4-yl)amino)acetic acid